F[C@@H]1C[C@@]2(CCCN2C1)COC1=NC2=C(C(=CC=C2C(=N1)N1CCC(CC1)S(=O)(=O)N(C)C)C1=CC(=CC2=CC=C(C(=C12)C#C)F)O)F 1-(2-{[(2r,7as)-2-fluoro-hexahydro-1H-pyrrolizin-7a-yl]methoxy}-7-(8-ethynyl-7-fluoro-3-hydroxynaphthalen-1-yl)-8-fluoroquinazolin-4-yl)-N,N-dimethylpiperidine-4-sulfonamide